N-((S)-1-(6-((3R,5S)-3,5-dimethylpiperazin-1-yl)pyridin-2-yl)ethyl)-5-(tetrahydro-2H-pyran-4-yl)pyrrolo[2,1-f][1,2,4]triazin-4-amine C[C@@H]1CN(C[C@@H](N1)C)C1=CC=CC(=N1)[C@H](C)NC1=NC=NN2C1=C(C=C2)C2CCOCC2